non-6,8-dien-4-ynoic acid ethyl ester C(C)OC(CCC#CC=CC=C)=O